Cl.NC1CCN(CC1)C=1N(C(C(=C(N1)C1=CC=C(C=C1)C#N)C1=CC=C(OCC(=O)NC2=CC(=C(C(=O)NO)C=C2)O)C=C1)=O)C 4-(2-(4-(2-(4-aminopiperidin-1-yl)-4-(4-cyanophenyl)-1-methyl-6-oxo-1,6-dihydropyrimidin-5-yl)phenoxy)acetamido)-N,2-dihydroxybenzamide hydrochloride